methyl (R)-4-methyl-2-(2,2,7-trifluoro-3-oxo-6-(perfluorophenyl)-2,3-dihydro-4H-benzo[b][1,4]oxazin-4-yl)pentanoate CC(C[C@H](C(=O)OC)N1C2=C(OC(C1=O)(F)F)C=C(C(=C2)C2=C(C(=C(C(=C2F)F)F)F)F)F)C